COC(=O)C=1C2=C(C(N(C1)C1(CC1)C)=O)C=CN2C methyl-5-(1-methylcyclopropyl)-4-oxo-4,5-dihydro-1H-pyrrolo[3,2-c]pyridine-7-carboxylic acid methyl ester